C1([C@@H](O)[C@@H](O)[C@H](O)[C@H](O1)CO)OC[C@H](N)C(=O)O O-(mannosyl)-L-serine